(R)-1-(2,5-difluoropyridin-3-yl)ethyl (4-(5-((1RS,2SR)-3,3-difluoro-[1,1'-bi(cyclopropane)]-2-carboxamido) pyridin-2-yl)-1-methyl-1H-1,2,3-triazol-5-yl)carbamate FC1([C@@H]([C@H]1C1CC1)C(=O)NC=1C=CC(=NC1)C=1N=NN(C1NC(O[C@H](C)C=1C(=NC=C(C1)F)F)=O)C)F |&1:2,3|